8-(4-fluorophenyl)-2-methyl-3-oxo-3,4-dihydroquinoxaline-6-carboxylic acid methyl ester COC(=O)C=1C=C2NC(C(=NC2=C(C1)C1=CC=C(C=C1)F)C)=O